N(=[N+]=[N-])CCOCCOCC(COCCOCCOCOCCOC)(COCC(=O)O)C 15-((2-(2-azidoethoxy)ethoxy)methyl)-15-methyl-2,5,7,10,13,17-hexaoxanonadecan-19-oic acid